N-propyl-N-[(2E)-2-methyl-3-phenylprop-2-enyl]amine C(CC)NC\C(=C\C1=CC=CC=C1)\C